tert-Butyl (1R,2S,5R)-2-(hydroxymethyl)-7,7-dimethyl-3-azabicyclo[3.2.0]heptane-3-carboxylate OC[C@@H]1[C@H]2C(C[C@H]2CN1C(=O)OC(C)(C)C)(C)C